CC1([C@H]2CN([C@@H]([C@@H]12)C(=O)N[C@@H](C[C@H]1C(NCC1)=O)C#C)C(COC1=CC=C(C=C1)C(F)(F)F)=O)C (1R,2S,5S)-6,6-Dimethyl-N-((S)-1-((S)-2-oxopyrrolidin-3-yl)but-3-yn-2-yl)-3-(2-(4-(trifluoromethyl)phenoxy)acetyl)-3-azabicyclo[3.1.0]hexane-2-carboxamide